3-[5-(Aminomethyl)-3-pyridyl]-N-ethyl-6-fluoro-4-[3-(trifluoromethyl)pyrazol-1-yl]-9H-pyrido[2,3-b]indol-8-amine NCC=1C=C(C=NC1)C1=C(C2=C(NC3=C(C=C(C=C23)F)NCC)N=C1)N1N=C(C=C1)C(F)(F)F